N-propionyl-homocysteine C(CC)(=O)N[C@@H](CCS)C(=O)O